C(C)(=O)O\C=C/CCCCCCCCCCCC (Z)-l-1-Tetradecenyl acetate